C1CCC2=C(C=3CCCC3C=C12)NC(NCC(C(=O)OCC)(C=1C=NC(=CC1)OC)O)=S ethyl 3-(3-(1,2,3,5,6,7-hexahydro-s-indacen-4-yl)thioureido)-2-hydroxy-2-(6-methoxypyridin-3-yl)propanoate